5-[(4R,11aS)-9-[(1R,4S)-5-(2-amino-2-methyl-propionyl)-2,5-diazabicyclo[2.2.1]heptan-2-yl]-4-methyl-1,3,4,6,11,11a-hexahydropyrazino[1,2-b]isoquinolin-2-yl]quinoline-8-carbonitrile NC(C(=O)N1[C@@H]2CN([C@@H](C1)C2)C2=CC=1C[C@@H]3N(CC1C=C2)[C@@H](CN(C3)C3=C2C=CC=NC2=C(C=C3)C#N)C)(C)C